C(C)N(C1CCCCC1)[SiH2][SiH3] N-Ethylcyclohexylaminodisilan